7-{4-[4-(1-benzothiophen-4-yl)piperazin-1-yl]butoxy}quinolin-2(1H)-one hydrochloride salt Cl.S1C=CC2=C1C=CC=C2N2CCN(CC2)CCCCOC2=CC=C1C=CC(NC1=C2)=O